1-(6-(2-hydroxy-2-(4-methyl-1-oxo-1,3-dihydroisobenzofuran-5-yl)ethyl)-5,6,7,8-tetrahydropyrido[4,3-d]pyrimidin-2-yl)-1H-indazole-5-carbonitrile OC(CN1CC2=C(N=C(N=C2)N2N=CC3=CC(=CC=C23)C#N)CC1)C=1C(=C2COC(C2=CC1)=O)C